4-(2-(difluoromethoxy)propan-2-yl)-N-(6-methyl-5-(7-(methylamino)-1,6-naphthyridin-3-yl)pyridin-3-yl)picolinamide FC(OC(C)(C)C1=CC(=NC=C1)C(=O)NC=1C=NC(=C(C1)C=1C=NC2=CC(=NC=C2C1)NC)C)F